O1CCN(CC1)C1=CC(C=C(O1)C=1C=C(C=O)C=CC1)=O 3-(6-morpholino-4-oxo-4H-pyran-2-yl)benzaldehyde